N-((1r,4r)-4-((3-(4-(2H-1,2,3-triazol-2-yl)phenyl)-2-oxo-2,3-dihydro-1H-benzo[d]imidazol-1-yl)methyl)cyclohexyl)-5-chloro-2-(difluoro-methyl)nicotinamide N=1N(N=CC1)C1=CC=C(C=C1)N1C(N(C2=C1C=CC=C2)CC2CCC(CC2)NC(C2=C(N=CC(=C2)Cl)C(F)F)=O)=O